Bicyclo[5.3.2]dodecane C12CCCCCC(CCC1)CC2